5-chloro-N-(quinolin-8-yl)-2-vinylbenzamide ClC=1C=CC(=C(C(=O)NC=2C=CC=C3C=CC=NC23)C1)C=C